ClC=1C=C(C=C2C(=C(C=NC12)C#N)N[C@@H](COC)C1=CC=CC=C1)N[C@H](C=1N=NNC1)C=1C=NC=CC1 8-chloro-4-(((R)-2-methoxy-1-phenylethyl)amino)-6-(((S)-pyridin-3-yl(1H-1,2,3-triazol-4-yl)methyl)amino)quinoline-3-carbonitrile